1-(4-chlorophenyl)-1H-imidazole-4-carboxamide ClC1=CC=C(C=C1)N1C=NC(=C1)C(=O)N